C(C)(=O)OC[C@@H]([C@@H](C(=O)O)CC)CC=1N(C=NC1)C (2S,3R)-4-(acetyloxy)-2-ethyl-3-[(3-methylimidazol-4-yl)methyl]butanoic acid